(Z,Z)-6,9-Heneicosadien-11-one ethylene ketal C1COC(\C=C/C\C=C/CCCCC)(CCCCCCCCCC)O1